CS(=O)(=O)CCCOC1=CC=CC2=C1C=C(O2)C(=O)Cl 4-(3-(methylsulfonyl)propoxy)benzofuran-2-carbonyl chloride